ClC1=CC2=C([C@H](C3=C(N(S2(=O)=O)C)C=CC=C3)N)C=C1 (11S)-3-chloro-6-methyl-5,5-dioxo-11H-benzo[c][1,2]benzothiazepin-11-amine